C(C)C1=NC2=CC(=C(C=C2C=C1C)OC1=CC=C(C=C1)OC(F)(F)F)C 2-ethyl-3,7-dimethyl-6-(4-(trifluoromethoxy)phenoxy)quinoline